4,5-dichloro-1-methyl-1H-indole-2-carboxamide ClC1=C2C=C(N(C2=CC=C1Cl)C)C(=O)N